5-((5-(1,1,1,3,3,3-hexafluoro-2-methoxypropan-2-yl)indolin-1-yl)methyl)pyrimidine-2,4-diamine FC(C(C(F)(F)F)(OC)C=1C=C2CCN(C2=CC1)CC=1C(=NC(=NC1)N)N)(F)F